2-((4-((S)-2-(4-chloro-2-fluorophenyl)-2-methylbenzo[d][1,3]dioxol-4-yl)piperidin-1-yl)methyl)-4-ethyl-1-(((S)-oxetan-2-yl)methyl)-1H-imidazole-5-carboxylic acid ClC1=CC(=C(C=C1)[C@@]1(OC2=C(O1)C=CC=C2C2CCN(CC2)CC=2N(C(=C(N2)CC)C(=O)O)C[C@H]2OCC2)C)F